5-(2,3-dimethyl-5-nitrobenzyl)-2-oxa-5-azabicyclo[2.2.1]heptane CC1=C(CN2C3COC(C2)C3)C=C(C=C1C)[N+](=O)[O-]